NC1=CC(=NC=N1)N[C@@H]1[C@H](CCC1)O (1S,2S)-2-[(6-aminopyrimidin-4-yl)amino]cyclopentan-1-ol